C1(CC1)CCC1=CN=C(C(=N1)N1CCC(CC1)C(=O)O)C1=CC=C(C=C1)OCCOC 1-(6-(2-cyclopropylethyl)-3-(4-(2-methoxyethoxy)phenyl)pyrazin-2-yl)piperidine-4-carboxylic acid